N-(4-methyl-3-(3-(9-(tetrahydro-2H-pyran-2-yl)-9H-purin-6-yl)pyridin-2-ylamino)phenyl)-2-(2-(trifluoromethyl)tetrahydro-2H-pyran-4-yl)acetamide CC1=C(C=C(C=C1)NC(CC1CC(OCC1)C(F)(F)F)=O)NC1=NC=CC=C1C1=C2N=CN(C2=NC=N1)C1OCCCC1